BrC=1C=C(C=C2C(N(C(=NC12)CC)C)=O)C 8-bromo-2-ethyl-3,6-dimethylquinazolin-4(3H)-one